COC(=O)C1=CC=C2CCNCC2=C1 1,2,3,4-tetrahydroisoquinoline-7-carboxylic acid methyl ester